5-(5-Bromo-4-methyl-1-(2-(methylsulfonyl)ethyl)-1H-pyrazol-3-yl)-3-(1-(2-chloro-4-fluorophenyl)cyclopropyl)-1,2,4-oxadiazole BrC1=C(C(=NN1CCS(=O)(=O)C)C1=NC(=NO1)C1(CC1)C1=C(C=C(C=C1)F)Cl)C